1'-(pyrazin-2-yl)-1',4',5',6'-tetrahydrospiro[cyclopropane-1,7'-indazole]-3'-carboxylic acid N1=C(C=NC=C1)N1N=C(C=2CCCC3(C12)CC3)C(=O)O